(S)-(4-(6-(3-hydroxypyrrolidin-1-yl)-2-(pyridin-3-yl)pyrimidin-4-yl)phenyl)glycine methyl ester COC(CNC1=CC=C(C=C1)C1=NC(=NC(=C1)N1C[C@H](CC1)O)C=1C=NC=CC1)=O